FC(OC1=CC(=NN1C)C(F)(F)F)F 5-difluoromethoxy-1-methyl-3-trifluoromethylpyrazole